OC1([C@H](CN(C[C@H]1C)C1=CC(=NC=N1)N1N=CC=2C=NC(=CC21)[C@]2(CC21CC1)C#N)C)C |o1:23| (R or S)-1-(1-(6-((3S,4S,5R)-4-hydroxy-3,4,5-trimethylpiperidin-1-yl)pyrimidin-4-yl)-1H-pyrazolo[4,3-c]pyridin-6-yl)spiro[2.2]pentane-1-carbonitrile